CN1CCC[C@@H]1CC2=CNC3=C2C=C(C=C3)CCS(=O)(=O)C4=CC=CC=C4.Br The molecule is a hydrobromide. It has a role as a serotonergic agonist, a vasoconstrictor agent and a non-steroidal anti-inflammatory drug. It contains an eletriptan(1+).